C(C1=CC=CC=C1)O[C@H]1C(O[C@@H]([C@@H]([C@@H]1N1N=CC(=C1)C1=CC(=C(C(=C1)F)F)F)OCC1=CC=CC=C1)COCC1=CC=CC=C1)=O (3R,4S,5R,6R)-3,5-bis(benzyloxy)-6-((benzyloxy)methyl)-4-(4-(3,4,5-trifluorophenyl)-1H-pyrazol-1-yl)tetrahydro-2H-pyran-2-one